2-(2,6-dioxo-piperidine-3-yl)-isoindole-1,3-dione O=C1NC(CCC1N1C(C2=CC=CC=C2C1=O)=O)=O